C(C)(=O)OC[C@H](NC([C@@H](NC(=O)C=1N=C(SC1)C1=CC=C(C=C1)COC(NCCCOC)=O)CO[Si](C)(C)C(C)(C)C)=O)C(=O)OC methyl O-acetyl-N-(O-(tert-butyldimethylsilyl)-N-(2-(4-((((3-methoxypropyl)carbamoyl)oxy)methyl)phenyl)thiazole-4-carbonyl)-L-seryl)-L-serinate